N2-(2-(trifluoromethyl)phenyl)oxalamide FC(C1=C(C=CC=C1)NC(C(=O)N)=O)(F)F